Cl.FCCN1CCN(CC1)C1=CC(=NC(=N1)C)NC=1SC(=CN1)C1=CC=NC=C1 {6-[4-(2-Fluoro-ethyl)-piperazin-1-yl]-2-methyl-pyrimidin-4-yl}-(5-pyridin-4-yl-thiazol-2-yl)-amine hydrochloride salt